4-acetyl-N-(4-chlorophenyl)-1H-pyrrole-2-carboxamide C(C)(=O)C=1C=C(NC1)C(=O)NC1=CC=C(C=C1)Cl